tetra-octoxytitanium C(CCCCCCC)O[Ti](OCCCCCCCC)(OCCCCCCCC)OCCCCCCCC